C(#N)C=1C=C(C=NC1)S(=O)(=O)N(C(C(F)(F)F)C=1SC(=CN1)C)CC 5-cyano-N-ethyl-N-(2,2,2-trifluoro-1-(5-methylthiazol-2-yl)ethyl)pyridine-3-sulfonamide